N-(8'-chloro-4'H-spiro[cyclopropane-1,5'-naphtho[2,1-d]isoxazol]-3'-yl)-2-methoxybenzenesulfonamide ClC1=CC=C2C3(CC=4C(=NOC4C2=C1)NS(=O)(=O)C1=C(C=CC=C1)OC)CC3